3-(1-[4-chloro-3-[([1-[4-(2-cyclopropoxyphenyl)pyridin-3-yl]cyclopropyl]amino)methyl]phenyl]cyclopropyl)propan-1-ol ClC1=C(C=C(C=C1)C1(CC1)CCCO)CNC1(CC1)C=1C=NC=CC1C1=C(C=CC=C1)OC1CC1